8-Chloro-N4-(3-(piperidin-1-yl)propyl)-N2-(4-(trifluoromethoxy)phenyl)chinolin-2,4-diamin ClC=1C=CC=C2C(=CC(=NC12)NC1=CC=C(C=C1)OC(F)(F)F)NCCCN1CCCCC1